C1(=CC(=CC=C1)C1=NSC=N1)C (3-toluyl)-1,2,4-thiadiazole